N,N,1-trimethyl-4-{2-[(piperidin-3-yl)amino]-5-(trifluoromethyl)pyrimidin-4-yl}-1H-pyrrol-2-carboxamide CN(C(=O)C=1N(C=C(C1)C1=NC(=NC=C1C(F)(F)F)NC1CNCCC1)C)C